FC1=C(C=C(CC2=NN=CC3=CC=CC=C23)C=C1)C(=O)N1CCNCC1 4-(4-fluoro-3-(piperazine-1-carbonyl)benzyl)phthalazin